N2,N7-bis((2,3-dihydrobenzo[b][1,4]dioxin-2-yl)methyl)-9-(hydroxyimino)-9H-fluorene-2,7-disulfonamide O1C2=C(OCC1CNS(=O)(=O)C1=CC=3C(C4=CC(=CC=C4C3C=C1)S(=O)(=O)NCC1COC3=C(O1)C=CC=C3)=NO)C=CC=C2